[1]Benzazepin-5-amine N1C=CC=C(C2=C1C=CC=C2)N